cis-8-benzyl-8-dimethylamino-3-[2-(trifluoromethyl)-pyrimidin-5-yl]-1,3-diazaspiro[4.5]decan-2-one C(C1=CC=CC=C1)C1(CCC2(CN(C(N2)=O)C=2C=NC(=NC2)C(F)(F)F)CC1)N(C)C